N-methylheptenamide CNC(C=CCCCC)=O